S1C=NC=C1C1CC(C1)C(=O)O (1r,3r)-3-(thiazol-5-yl)cyclobutane-1-carboxylic acid